(R)-6-fluoro-5-(1-(2-fluorophenyl)ethyl)-3-(((1-methyl-1H-imidazol-5-yl)methyl)amino)-4H-benzo[e][1,2,4]thiadiazine 1,1-dioxide FC=1C=CC2=C(NC(=NS2(=O)=O)NCC2=CN=CN2C)C1[C@H](C)C1=C(C=CC=C1)F